F.F.F.C(C)N(CC)CC triethylamine tri-hydrofluoride salt